C(C)O\N=C/1\N(C(C2=C(C=C(C=C12)Br)[N+](=O)[O-])C1=C(C=CC(=C1)F)Cl)CC1=CC=C(C=C1)OC (E)-6-bromo-3-(2-chloro-5-fluorophenyl)-2-(4-methoxybenzyl)-4-nitroisoindol-1-one O-ethyloxime